S(C)(=O)(=O)O.S(C)(=O)(=O)O.OC1=C(C#N)C=CC=C1 2-hydroxybenzonitrile dimesylate